CN(CCOC(=O)OC(CCOC(CCCCCCC\C=C/C\C=C/CCCCC)=O)CCCCCCCCCCCC)C.O1C(=CC=C1)CCCCCCCC=O 8-(furan-2-yl)octanal (9Z,12Z)-3-(((2-(dimethylamino)ethoxy)carbonyl)oxy)pentadecyloctadeca-9,12-dienoate